3-(5-(4-fluorophenyl)-6-isopropyl-1,5-dihydropyrrolo[2,3-f]indazol-7-yl)propanoic acid FC1=CC=C(C=C1)N1C(=C(C2=C1C=C1C=NNC1=C2)CCC(=O)O)C(C)C